C(C1=CC=CC=C1)N1C2=CC=CC=C2C=2C=CN=C(C12)CNC1=NC=CC=2C3=CC=CC=C3N(C12)CCCC1=CC=CC=C1 N-[(9-benzyl-beta-carbolin-1-yl)methyl]-9-(3-phenylpropyl)-beta-carbolin-1-amine